3-(3-(2-(2-(2-amino-2-oxoethoxy)ethoxy)acetamido)phenyl)imidazolinacetic acid monoethyl ester C(C)OC(CN1CN(CC1)C1=CC(=CC=C1)NC(COCCOCC(=O)N)=O)=O